[4-[1-(1-bicyclo[1.1.1]pentanyl)triazol-4-yl]phenyl]-[4-(5-methyloxazolo[4,5-b]pyridin-2-yl)piperazin-1-yl]methanone C12(CC(C1)C2)N2N=NC(=C2)C2=CC=C(C=C2)C(=O)N2CCN(CC2)C=2OC=1C(=NC(=CC1)C)N2